COC(C(CC1=CC(=NO1)C=1SC=C(N1)CO)(C)C)=O 3-(3-(4-(hydroxymethyl)thiazol-2-yl)isoxazol-5-yl)-2,2-dimethylpropionic acid methyl ester